N-(4-aminophenyl)-N-methyl-methanesulfonamide NC1=CC=C(C=C1)N(S(=O)(=O)C)C